BrC1=C(C(=O)Cl)C=C(C=C1Br)C 2,3-dibromo-5-methylbenzoyl chloride